(3S,5R)-5-((bis(4-methoxyphenyl)(phenyl)methoxy)methyl)pyrrolidin-3-ol COC1=CC=C(C=C1)C(OC[C@H]1C[C@@H](CN1)O)(C1=CC=CC=C1)C1=CC=C(C=C1)OC